C1(CC1)C1=CC=C(C=N1)C1=CC(N(N=C1)CC=1C(=NOC1C)C=1C=NC(=CC1)C)=O 5-(6-cyclopropyl-3-pyridyl)-2-[[5-methyl-3-(6-methyl-3-pyridyl)isoxazol-4-yl]methyl]pyridazin-3-one